FC=1C(=CC=C(C1)N)N 5-fluorobenzene-1,4-diamine